3-[(E)-prop-1-enyl]-1H-pyridin-2-one C(=C\C)/C=1C(NC=CC1)=O